2-(methylthio)-8-(2,2,2-trifluoroethyl)pyrido[2,3-d]pyrimidin-7(8H)-one CSC=1N=CC2=C(N1)N(C(C=C2)=O)CC(F)(F)F